N-(2,2-difluoroethyl)-N-(2-(3,3-dimethylbut-1-yn-1-yl)pyridin-4-yl)-6-fluoro-[1,2,4]triazolo[4,3-a]quinazolin-5-amine FC(CN(C1=NC=2N(C3=CC=CC(=C13)F)C=NN2)C2=CC(=NC=C2)C#CC(C)(C)C)F